3-((1-(tert-butoxycarbonyl)piperidin-4-yl)oxy)benzo[b]thiophene-2-carboxylic acid C(C)(C)(C)OC(=O)N1CCC(CC1)OC=1C2=C(SC1C(=O)O)C=CC=C2